[C@@H]1([C@H]([C@H](O[C@@H]([C@@H]1O)O[C@@H]2[C@@H]([C@H]([C@H](O[C@@H]2C(=O)O)O[C@@H]3[C@@H]([C@H]([C@H](O[C@@H]3C(=O)O)O[C@@H]4[C@@H]([C@H]([C@H](O[C@@H]4C(=O)O)O)O)O)O)O)O)O)C(=O)O)O)O tetragalacturonic acid